1,3,2-dioxaphosphorinane thiophosphate P(=S)(O)(O)O.O1POCCC1